C(=C)N1C=[N+](C=C1)O 1-vinyl-3-hydroxyimidazolium